C(CC(C)C)OC(C=1C=C(C(=O)OCCCCC)C=CC1)=O isophthalic acid (n-pentyl) (isopentyl) ester